FC=1C(=C(C=CC1F)C=1C=CC=2N(C1)C=C(N2)NC(=O)C2C(C2)F)C N-(6-(3,4-difluoro-2-methylphenyl)imidazo[1,2-a]pyridin-2-yl)-2-fluorocyclopropane-1-carboxamide